CC1=C(C=CC2=C1CCCCC2=O)C(=O)OC methyl 1-methyl-5-oxo-6,7,8,9-tetrahydro-5H-benzo[7]annulene-2-carboxylate